(E)-3-(6-aminopyridin-3-yl)-N-((7-(4-fluorophenyl)-5-(5-((4-fluorophenyl)(hydroxy)methyl)pyridin-2-yl)benzofuran-2-yl)methyl)acrylamide NC1=CC=C(C=N1)/C=C/C(=O)NCC=1OC2=C(C1)C=C(C=C2C2=CC=C(C=C2)F)C2=NC=C(C=C2)C(O)C2=CC=C(C=C2)F